C(#N)C=1C=C(C=CC1)N1C(N([C@H](C1)C#N)C1=CN=CC2=CC=CC=C12)=O (R)-1-(3-cyanophenyl)-3-(isoquinolin-4-yl)-2-oxoimidazoline-4-carbonitrile